(3r,5s)-1-[(6-fluoro-2-methyl-1,3-benzothiazol-5-yl)methyl]-5-methyl-pyrrolidin-3-ol FC1=CC2=C(N=C(S2)C)C=C1CN1C[C@@H](C[C@@H]1C)O